N-methyl-4-(3-oxo-1,2,3,4-tetrahydroquinoxaline-1-carbonyl)-N-phenylbenzenesulfonamide CN(S(=O)(=O)C1=CC=C(C=C1)C(=O)N1CC(NC2=CC=CC=C12)=O)C1=CC=CC=C1